2-(3-(benzyloxy)propyl)-1-methyl-1H-imidazo[4,5-d]thieno[3,2-b]pyridine 5-oxide C(C1=CC=CC=C1)OCCCC1=NC=2C(=C3C(=[N+](C2)[O-])C=CS3)N1C